2-methyl-5-(tetramethyl-1,3,2-dioxaborolan-2-yl)pyridin-4-amine CC1=NC=C(C(=C1)N)B1OC(C(O1)(C)C)(C)C